4-(Azetidin-3-yl)-N-[[1-(trifluoromethyl)cyclopropyl]methyl]aniline N1CC(C1)C1=CC=C(NCC2(CC2)C(F)(F)F)C=C1